C(C)(C)N(C(=O)C1=C(OC2=C(N=CN=N2)N2C[C@@H](CC2)CN2CCC3(CC2)CCC(CC3)NC(=O)C=3OC(=NN3)C)C=CC(=C1)F)C(C)C (S)-N-(3-((1-(6-(2-(diisopropylcarbamoyl)-4-fluorophenoxy)-1,2,4-triazine-5-yl)pyrrolidin-3-yl)methyl)-3-azaspiro[5.5]undecane-9-yl)-5-methyl-1,3,4-oxadiazole-2-carboxamide